2,6-Anhydro-4-(5-bromo-6-chloro-3-cyano-2H-indazol-2-yl)-5-(1-oxoisoindolin-2-yl)-3,4,5-trideoxy-D-glycero-D-galacto-non-2-enonic acid BrC1=CC2=C(N(N=C2C=C1Cl)[C@H]1C=C(C(=O)O)O[C@H]([C@@H]1N1C(C2=CC=CC=C2C1)=O)[C@H](O)[C@H](O)CO)C#N